COC=1C=CC(=NC1)C1=CN=C(O1)NC1=NC=CC(=C1)OC(C)C N-[5-(5-methoxypyridin-2-yl)-1,3-oxazol-2-yl]-4-(propan-2-yloxy)pyridin-2-amine